4-(bromomethyl)-3-(methoxycarbonyl)-5-(trifluoro-methyl)benzoic acid BrCC1=C(C=C(C(=O)O)C=C1C(F)(F)F)C(=O)OC